C(C)(C)C=1C(=NNC1C=1C=C(C=2N(C1)N=CN2)OC)C=2SC(=CN2)C2CCN(CC2)CC(C)(O)C 1-(4-(2-(4-isopropyl-5-(8-methoxy-[1,2,4]triazolo[1,5-a]pyridin-6-yl)-1H-pyrazol-3-yl)thiazol-5-yl)piperidin-1-yl)-2-methylpropan-2-ol